(S)-1-(4-(1-methyl-4-(trifluoromethyl)-1H-imidazol-2-yl)phenyl)ethanol CN1C(=NC(=C1)C(F)(F)F)C1=CC=C(C=C1)[C@H](C)O